Methyl 2-[4'-fluoro-2'-(4-methyl-1,2,4-triazol-3-yl)-[1,1'-biphenyl]-3-yl]-7-methyl-1,3-benzoxazole-5-carboxylate FC1=CC(=C(C=C1)C1=CC(=CC=C1)C=1OC2=C(N1)C=C(C=C2C)C(=O)OC)C2=NN=CN2C